C(C1=CC=CC=C1)N(C1=C2C(=NC(=N1)Cl)N(N=C2)[C@H]2[C@@H](C[C@H](O2)COP(=O)(O)CP(O)(O)=O)O)C (((((2S,4R,5R)-5-(4-(benzyl(methyl)amino)-6-chloro-1H-pyrazolo[3,4-d]pyrimidin-1-yl)-4-hydroxytetrahydrofuran-2-yl)methoxy)(hydroxy)phosphoryl)methyl)phosphonic acid